BrC1=CC=C2C=CN(C2=C1Cl)S(=O)(=O)C1=CC=CC=C1 6-bromo-7-chloro-1-(benzenesulfonyl)-1H-indole